4,6-bis(decylthiomethyl)-o-cresol C(CCCCCCCCC)SCC=1C=C(C(=C(C1)CSCCCCCCCCCC)O)C